tert-butyl (R)-4-((S)-(3-chlorophenyl)(hydroxy)methyl)-2,2-dimethylazetidine-1-carboxylate ClC=1C=C(C=CC1)[C@@H]([C@H]1CC(N1C(=O)OC(C)(C)C)(C)C)O